5-methyl-N-(1-(thien-2-ylsulfonyl)-1,2,3,4-tetrahydroquinolin-7-yl)thiophene-2-sulfonamide CC1=CC=C(S1)S(=O)(=O)NC1=CC=C2CCCN(C2=C1)S(=O)(=O)C=1SC=CC1